N-(3-methyl-2-(4,4,5,5-tetramethyl-1,3,2-dioxaborolan-2-yl)-5-(trifluoromethyl)phenyl)methanesulfonamide CC=1C(=C(C=C(C1)C(F)(F)F)NS(=O)(=O)C)B1OC(C(O1)(C)C)(C)C